BrC1=NN2C(C(N(CC2)C2=C(C=C(C=C2)C2=NC3=CC=C(C=C3C=N2)C(F)(F)F)C)=O)=C1C 2-bromo-3-methyl-5-(2-methyl-4-(6-(trifluoromethyl)-quinazolin-2-yl)-phenyl)-6,7-dihydropyrazolo[1,5-a]pyrazin-4(5H)-one